thiodivinyl bis(3-(3,5-di-t-butyl-4-hydroxyphenyl) propionate) C(C)(C)(C)C=1C=C(C=C(C1O)C(C)(C)C)CCC(=O)OC=CSC=COC(CCC1=CC(=C(C(=C1)C(C)(C)C)O)C(C)(C)C)=O